ClC1=CC=C(C=C1)CC(=O)OCC ethyl (4-chlorophenyl)acetate